ClC=1C=C(CN2CC=3C(N(C=4N(C3CC2)C=NC4)CC4=CC=C(C=C4)Cl)=O)C=CC1 7-(3-chlorobenzyl)-4-(4-chlorobenzyl)-6,7,8,9-tetrahydroimidazo[1,5-a]pyrido[3,4-e]pyrimidin-5(4H)-one